[Br-].C(C1=CC=CC=C1)[N+]1=CN(C2=C1C=CC(=C2)Cl)CC 3-benzyl-6-chloro-1-ethyl-1H-1,3-benzodiazol-3-ium bromide